(4-hydroxy-5-(4-phenoxyphenyl)-7H-pyrrolo[2,3-d]pyrimidin-7-yl)cyclohexanone OC=1C2=C(N=CN1)N(C=C2C2=CC=C(C=C2)OC2=CC=CC=C2)C2C(CCCC2)=O